ClC1=C(COC[C@@H](C)O)C(=CC=C1Cl)Cl |r| (RS)-1-(2,3,6-trichlorobenzyloxy)propan-2-ol